Cl.Cl.Cl.N1C(=NC2=C1C=CC=C2)CNCCC=2SC=C(N2)C(=O)NCC2=C(C=NC=C2)C 2-{2-[(1H-1,3-Benzodiazol-2-ylmethyl)amino]ethyl}-N-[(3-methylpyridin-4-yl)methyl]-1,3-thiazole-4-carboxamide trihydrochloride